3-(1,3,5-trimethylpyrazol-4-yl)-7,8-dihydro-5H-1,6-naphthyridin CN1N=C(C(=C1C)C=1C=NC=2CCNCC2C1)C